Cl.NC=1C2=C(NC(N1)=O)SC(=C2C)C 4-Amino-5,6-dimethylthieno[2,3-d]pyrimidin-2(1H)-one hydrochloride